P(=O)([O-])([O-])[O-].[Al+3].[Ti+4].[Zr+4] zirconium titanium aluminum phosphate